(R)-N-(4-bromo-5,6,7,8-tetrahydroisoquinolin-8-yl)propionamide BrC1=CN=CC=2[C@@H](CCCC12)NC(CC)=O